ClC1=C(C=CC(=C1)C(=O)OC)[C@@H]1COCCCN1C(=O)OC(C)(C)C |r| (+/-)-tert-butyl 3-(2-chloro-4-(methoxycarbonyl)phenyl)-1,4-oxazepane-4-carboxylate